N'-hydroxy-1-azabicyclo[2.2.2]octane-4-carboximidamide ON=C(N)C12CCN(CC1)CC2